t-butyl peroxycaprate C(=O)(CCCCCCCCC)OOC(C)(C)C